C(C)(C)(C)OC(=O)N1CC=2N=C(N=C(C2C1)C1=CC(=CC=C1)N1C(NCC1)=O)Cl 2-chloro-4-(3-(2-oxoimidazolidin-1-yl)phenyl)-5,7-dihydro-6H-pyrrolo[3,4-d]Pyrimidine-6-carboxylic acid tert-butyl ester